ethylenebis(oxyethylene) bis-(3-(5-tert-butyl-4-hydroxy-m-tolyl) propionate) C(C)(C)(C)C=1C(=C(C=C(C1)C)CCC(=O)OCCOCCOCCOC(CCC=1C=C(C=C(C1O)C(C)(C)C)C)=O)O